CC1=NC=CC(=C1)C1CCN(CC1)C(=O)OC(C)(C)C tert-butyl 4-(2-methylpyridin-4-yl)piperidine-1-carboxylate